N1(C=NC2=C1C=CC=C2)CC2=C(C=C1[C@](NC(NC1=C2)=O)(C(C)(F)F)C#CC2CC2)F (S)-7-((1H-benzo[d]imidazol-1-yl)methyl)-4-(cyclopropylethynyl)-4-(1,1-difluoroethyl)-6-fluoro-3,4-dihydroquinazolin-2(1H)-one